(S)-1-ethyl-6-((4-((2-hydroxy-1-phenylethyl)amino)-5-(3-morpholino-1,2,4-oxadiazol-5-yl)pyridin-2-yl)amino)-1,2-dihydro-3H-indazol-3-one C(C)N1NC(C2=CC=C(C=C12)NC1=NC=C(C(=C1)N[C@H](CO)C1=CC=CC=C1)C1=NC(=NO1)N1CCOCC1)=O